6-isopentenylamino-9-glucopyranosylpurine C(CC(=C)C)NC1=C2N=CN(C2=NC=N1)C1[C@H](O)[C@@H](O)[C@H](O)[C@H](O1)CO